N-benzyl-6-((7-chloroisoquinolin-1-yl)amino)nicotinamide C(C1=CC=CC=C1)NC(C1=CN=C(C=C1)NC1=NC=CC2=CC=C(C=C12)Cl)=O